3-amino-4-(5-chloro-2-(ethylamino)pyridin-3-yl)benzonitrile NC=1C=C(C#N)C=CC1C=1C(=NC=C(C1)Cl)NCC